1-benzyl-4-p-tert-butylphenyl-1,2,3-triazole C(C1=CC=CC=C1)N1N=NC(=C1)C1=CC=C(C=C1)C(C)(C)C